C(CN([C@@H](CCC(=O)O)C(=O)O)CC(=O)O)(=O)O Glutamic acid-N,N-diacetic acid